ClC=1C=C(C(=NC1)C(=O)N1CC2=CC=CC=C2C[C@H]1CN1CCOCC1)N1N=C(C2=CC=CC=C12)C(=O)N(C1=CC=C(C=C1)O)C1=C(N(C(=C1)C#N)C)C (S)-1-(5-chloro-2-(3-(morpholinomethyl)-1,2,3,4-tetrahydroisoquinoline-2-carbonyl)pyridin-3-yl)-N-(5-cyano-1,2-dimethyl-1H-pyrrol-3-yl)-N-(4-hydroxyphenyl)-1H-indazole-3-carboxamide